NCC1=CC=C(C=C1)[C@H]1CN(CCO1)C(=O)OC(C)(C)C (S)-tert-Butyl 2-(4-(aminomethyl)phenyl)morpholine-4-carboxylate